CC(C(C(C(=O)NC1=CC=CC=C1)CC1=CC=CC=C1)=O)C 4-methyl-3-oxo-N-phenyl-2-(phenylmethyl)valeramide